((4-(but-3-en-1-yl)phenyl)phosphoryl)bis(mesityl-methanone) C(CC=C)C1=CC=C(C=C1)P(=O)(C(=O)C1=C(C=C(C=C1C)C)C)C(=O)C1=C(C=C(C=C1C)C)C